FC1=CC(=CC2=CN(N=C12)C)C=1OC2=C(C=C(C=C2C(C1)=O)C)C(C)NC1=C(C(=O)O)C=CC=C1 2-((1-(2-(7-fluoro-2-methyl-2H-indazol-5-yl)-6-methyl-4-oxo-4H-chromen-8-yl)ethyl)amino)benzoic acid